3-((Nα,Nα-dimethyl-L-histidyl)oxy)-2-((((9Z,12Z)-octadeca-9,12-dienoyl)oxy)methyl)propyl (1S,1's,4R,4'S)-4'-pentyl-[1,1'-bi(cyclohexane)]-4-carboxylate C(CCCC)C1CCC(CC1)C1CCC(CC1)C(=O)OCC(COC([C@@H](N(C)C)CC1=CNC=N1)=O)COC(CCCCCCC\C=C/C\C=C/CCCCC)=O